C1N(N=CC2=CC=CC=C12)O phthalazin-2-ol